3-((5-(5-cyanopyrimidin-2-yl)-6-methylpyridin-2-yl)amino)pyrrolidine-1-carboxylic acid tert-butyl ester C(C)(C)(C)OC(=O)N1CC(CC1)NC1=NC(=C(C=C1)C1=NC=C(C=N1)C#N)C